CC=1C=C(C=CC1N1CCN(CC1)CC(F)(F)F)C1(CC2(C1)CC(C2)N)N 2-(3-methyl-4-(4-(2,2,2-trifluoroethyl)piperazin-1-yl)phenyl)spiro[3.3]heptane-2,6-diamine